4-(4-(tert-butyl)phenyl)-1,4-oxathian-4-ium 4-(butoxycarbonyl)-2,6-dihydroxybenzenesulfonate C(CCC)OC(=O)C1=CC(=C(C(=C1)O)S(=O)(=O)[O-])O.C(C)(C)(C)C1=CC=C(C=C1)[S+]1CCOCC1